Cl.Cl.N[C@]1([C@@H](CC[C@H](C1)CCB(O)O)CN(C)CC)C(=O)O (1R,2S,5R)-1-amino-5-(2-boronoethyl)-2-((ethyl(methyl)amino)methyl)cyclohexane-1-carboxylic acid dihydrochloride